1,2-Heptylenoxid C1C(CCCCC)O1